COC1=C(C=CC(=C1)OC)C(CC(C=O)C)(CC=C(C)C)C 4-(2,4-Dimethoxyphenyl)-2,4,7-trimethyloct-6-enal